NC1=CC(=C(C(=C1C(=O)OC)F)Cl)C#N methyl 6-amino-3-chloro-4-cyano-2-fluorobenzoate